tert-butyl diphenyl-siloxy ether C1(=CC=CC=C1)[SiH](OOC(C)(C)C)C1=CC=CC=C1